1-(4-methoxybenzyl)-3-(6-(4-((1-methyl-1H-pyrazol-4-yl)methyl)piperazine-1-carbonyl)spiro[3.3]heptan-2-yl)urea COC1=CC=C(CNC(=O)NC2CC3(C2)CC(C3)C(=O)N3CCN(CC3)CC=3C=NN(C3)C)C=C1